sodium nonenoate C(C=CCCCCCC)(=O)[O-].[Na+]